1-fluoro-4-iodo-2-nitrobenzene FC1=C(C=C(C=C1)I)[N+](=O)[O-]